C1(=CC=CC2=CC3=CC=CC=C3C=C12)N=C1C=CC(C=C1)=NC1=CC=CC2=CC3=CC=CC=C3C=C12 dianthracenyl-1,4-benzoquinone diimine